C(OCCCCCBr)(OC(CCCCCCCC)CCCCCCCC)=O 5-bromopentyl (9-heptadecyl) carbonate